2,3-Dibromopropionic acid ethyl ester C(C)OC(C(CBr)Br)=O